CC=1C(=C(C(=CC1C(C)C)Cl)Br)Cl methyl-4-isopropyl-2,6-dichloro-1-bromobenzene